FC=1C(=C(C=CC1F)[C@@H]([C@@H](O)NC=1C=C2C=CN(CC2=CC1)C(=O)N)[C@@H]([C@H](C(F)(F)F)C)C)OC 6-[(2R,3S,4S,5R)-3-(3,4-difluoro-2-methoxyphenyl)-4,5-dimethyl-5-(trifluoromethyl)oxapent-2-ylamino]isoquinoline-2-carboxamide